BrC1=CC=C(C=C1)C1(CC1)C(C)NS(=O)(=O)C1=CC=C(C=C1)OC(F)(F)F N-(1-(1-(4-bromophenyl)cyclopropyl)ethyl)-4-(trifluoromethoxy)benzenesulfonamide